2-isocyanatooxymethyl-3-(3-isocyanatooxypropyl)-6-(2-isocyanatooxyethyl)-bicyclo-[2.2.1]-heptane N(=C=O)OCC1C2C(CC(C1CCCON=C=O)C2)CCON=C=O